C(=O)[C@H]1N(C[C@H](C1)COC)C(=O)OC(C)(C)C (2S,4S)-tert-butyl 2-formyl-4-(methoxymethyl)pyrrolidine-1-carboxylate